Trans-tetrahydro-2,4-dimethyl-furan C[C@@H]1OC[C@H](C1)C